BrCCCCCCCC(=O)OCC\C=C/CCCC (Z)-oct-3-en-1-yl 8-bromooctanoate